C[C@H]1CN(C[C@H](N1)C)C1=CC=C(C=2N=CC=NC12)C(=O)[O-].[Na+] sodium 8-((3S,5R)-3,5-dimethylpiperazin-1-yl)quinoxaline-5-carboxylate